(2S,5R)-1-[(tert-butoxy)carbonyl]-5-[2-(4-chloro-3-fluoro-phenoxy)acetamido]piperidine C(C)(C)(C)OC(=O)N1CCC[C@H](C1)NC(COC1=CC(=C(C=C1)Cl)F)=O